C(C1=CC=CC=C1)N(CC1=CC=CC=C1)CCC1=CNC2=CC=C(C=C12)OC N,N-dibenzyl-2-(5-methoxy-1H-indol-3-yl)ethylamine